2-(1,5-dimethyl-1H-pyrazol-4-yl)-3H-imidazo[4,5-c]pyridine CN1N=CC(=C1C)C1=NC2=C(C=NC=C2)N1